6-(trifluoromethyl)imidazo[1,2-a]Pyrazine FC(C=1N=CC=2N(C1)C=CN2)(F)F